NC=1CC(=CC2=C(N1)C=C(S2)CC2CN(C2)C(=O)OC(C)(C)C)C(N(CCC)OCCNC(=O)OC2CCC2)=O tert-butyl 3-[[5-amino-7-[2-(cyclobutoxycarbonylamino)ethoxy-propylcarbamoyl]-6H-thieno[3,2-b]azepin-2-yl]methyl]azetidine-1-carboxylate